ethoxyoxomethyl-hydrazine trifluoroacetate FC(C(=O)O)(F)F.C(C)ON(N)C=O